C(C)(C)(C)C1=NCCC(=C1)C1=C(C=CC=C1)Cl tert-Butyl-4-(2-chlorophenyl)-5,6-dihydropyridine